[N+](=O)([O-])[O-].[N+](=O)([O-])[O-].O.O=[Zr+2] zirconium(iv) oxynitrate hydrate